2-(4-bromo-2,6-difluorophenyl)ethynyl-(trimethyl)silane BrC1=CC(=C(C(=C1)F)C#C[Si](C)(C)C)F